2-(cyclopentylsulfonyl)-3-methyl-2H-benzo[g]indazole-4,5-dione C1(CCCC1)S(=O)(=O)N1N=C2C3=C(C(C(C2=C1C)=O)=O)C=CC=C3